(5-chloro-6-(4-(methoxymethyl)-2H-1,2,3-triazol-2-yl)pyridin-3-yl)carbamic acid tert-butyl ester C(C)(C)(C)OC(NC=1C=NC(=C(C1)Cl)N1N=CC(=N1)COC)=O